ClC1=NC=C(C(=N1)O[C@H]1[C@@H](CC1)COC=1C(=NN(C1)C1CC1)C)C(F)(F)F |r| 2-chloro-4-((1R,2S)- and (1S,2R)-2-(((1-cyclopropyl-3-methyl-1H-pyrazol-4-yl)oxy)methyl)cyclobutoxy)-5-(trifluoromethyl)pyrimidine